1-heptadecanoyl-2-docosanoyl-glycero-3-phosphoserine C(CCCCCCCCCCCCCCCC)(=O)OCC(OC(CCCCCCCCCCCCCCCCCCCCC)=O)COP(=O)(O)OC[C@H](N)C(=O)O